N-Ethyl-N-cyclohexylamin C(C)NC1CCCCC1